3-(7-(8-oxa-3-azabicyclo[3.2.1]octane-3-yl)-3-(1-(tetrahydro-2H-pyran-2-yl)-1H-Pyrazol-5-yl)pyrazolo[1,5-a]pyrimidin-5-yl)-8-oxa-3-azabicyclo[3.2.1]octane C12CN(CC(CC1)O2)C2=CC(=NC=1N2N=CC1C1=CC=NN1C1OCCCC1)N1CC2CCC(C1)O2